3-methoxymethoxy-7-fluoro-8-Ethylnaphthalene-1-boronic acid pinacol ester COCOC=1C=C(C2=C(C(=CC=C2C1)F)CC)B1OC(C)(C)C(C)(C)O1